BrCCCCOC(CC(=O)O)=O 3-(4-bromobutoxy)-3-oxopropionic acid